(2-(methylsulfonyl)ethyl)-6-(4-morpholinophenyl)-8-(pyridin-3-yl)pyrido[3,4-d]pyrimidin-4(3H)-one CS(=O)(=O)CCC=1NC(C2=C(N1)C(=NC(=C2)C2=CC=C(C=C2)N2CCOCC2)C=2C=NC=CC2)=O